CNC(O[C@@H]1CC[C@H](CC1)C(N(C[C@@H]1CC[C@H](CC1)C1=NC(=C(C=C1)OC)C)C1=CC(=CC=C1)C=1C=NN(C1)C1CCC1)=O)=O trans-4-((3-(1-Cyclobutyl-1H-pyrazol-4-yl)phenyl)((trans-4-(5-methoxy-6-methylpyridin-2-yl)cyclohexyl)methyl) carbamoyl)cyclohexyl methylcarbamate